C([C@H](C(=O)O)[NH3+])O The molecule is the D-enantiomer of serinium. It is a conjugate acid of a D-serine. It is an enantiomer of a L-serinium.